N-((5-chloro-6-((3-methylisoxazol-5-yl)methoxy)-1H-indol-2-yl)methyl)-1-(difluoromethyl)cyclopropane-1-carboxamide ClC=1C=C2C=C(NC2=CC1OCC1=CC(=NO1)C)CNC(=O)C1(CC1)C(F)F